N[C@@](CN1CC(C1)OC1=C(C2=C([C@@H]3[C@H](B(O2)O)C3)C=C1)C(=O)O)(C(=O)NCC(=O)N)C (1aR,7bS)-5-[(1-{(2S)-2-amino-3-[(2-amino-2-oxoethyl)amino]-2-methyl-3-oxopropyl}azetidin-3-yl)oxy]-2-hydroxy-1,1a,2,7b-tetrahydrocyclopropa[c][1,2]benzoxaborinine-4-carboxylic acid